(S)-1-(1-(3-chlorophenyl)-2-hydroxyethyl)-3-(1-(2-(cyclopropylamino)-5-methyl-pyrimidin-4-yl)-1H-pyrazol-4-yl)urea ClC=1C=C(C=CC1)[C@@H](CO)NC(=O)NC=1C=NN(C1)C1=NC(=NC=C1C)NC1CC1